O=C1NC(CCC1C1=C(C=CC2=C1C=CO2)F)=O 4-(2,6-dioxopiperidin-3-yl)-5-fluorobenzofuran